C1(=CC=CC=C1)C=1N(C2=CC=CC=C2C1)CC1=CC=C(C=C1)C=CC(=O)N 3-[4-(2-phenyl-indol-1-ylmethyl)phenyl]-acrylamide